trans-2,3,3,3-tetrafluoropropene FC(=C)C(F)(F)F